r-ethene C=C